C(CC)OC1=CC2=CC=C(C=C2C=C1)OCCC 2,6-di(n-propoxy)naphthalene